4-(hydroxymethyl)-5-(prop-2-yl)-2H-1,3-dioxol-2-one OCC=1OC(OC1C(C)C)=O